5-(3-chloroimidazo[1,2-a]pyrimidin-6-yl)-N-(3,3,3-trifluoro-2,2-dimethylpropyl)pyrrolo[2,1-f][1,2,4]triazin-2-amine ClC1=CN=C2N1C=C(C=N2)C=2C=CN1N=C(N=CC12)NCC(C(F)(F)F)(C)C